COC1=CC=C(C=C1)C1=NC(=NC(=N1)C1=CC=C(C=C1)OC)C1=CC=C(OCCCC(=O)O)C=C1 4-{4-[4,6-Bis-(4-methoxy-phenyl)-[1,3,5]triazin-2-yl]-phenoxy}-butyric acid